ClC1=C(C=CC=C1Cl)C=1C(N(C(N(C1)CC(N1CCC(CC1)N1C(NC2=C(CC1)C=CC=C2)=O)=O)=O)CCS(=O)(=O)C)=O 5-(2,3-dichlorophenyl)-3-(2-methylsulfonylethyl)-1-[2-oxo-2-[4-(2-oxo-4,5-dihydro-1H-1,3-benzodiazepin-3-yl)-1-piperidyl]ethyl]pyrimidine-2,4-dione